3-(3,3-difluoropyrrolidin-1-yl)cyclobutanol FC1(CN(CC1)C1CC(C1)O)F